(R)-7-(4-bromo-3-(trifluoromethyl)benzoyl)-2-(((S)-but-3-en-2-yl)amino)-3-(4-((S)-2-hydroxypropoxy)phenyl)-6-methyl-5,6,7,8-tetrahydropyrido[3,4-d]pyrimidin-4(3H)-one BrC1=C(C=C(C(=O)N2CC=3N=C(N(C(C3C[C@H]2C)=O)C2=CC=C(C=C2)OC[C@H](C)O)N[C@@H](C)C=C)C=C1)C(F)(F)F